trimesic acid tris(t-butyl amide) C(C)(C)(C)NC(C1=CC(C(=O)NC(C)(C)C)=CC(C(=O)NC(C)(C)C)=C1)=O